COC1=C(C=CC(=C1)N1CCNCC1)NC1=NC=2N(C(C(=NC2C=N1)C1=CC=CC=C1)=O)C=1C=C(C=CC1)C(C(=O)N)=C (3-(2-((2-methoxy-4-(piperazine-1-yl)phenyl)amino)-7-oxo-6-phenyl-pteridine-8(7H)-yl)phenyl)acrylamide